C[Si](C(C(=O)OC)C)(OCC)OCC methyl α-methyldiethoxysilylpropionate